CN(C)C=NS(=O)(=O)C=1C(=NC=C(C1)N=C(C1=CC=CC=C1)C1=CC=CC=C1)C=1C=NC=C(C1)C(F)(F)F N-[(dimethylamino)methylene]-5-[(diphenylmethylene)amino]-5'-(trifluoromethyl)-2,3'-bipyridine-3-sulfonamide